7-bromo-N-[(4-methoxy-1H-benzimidazol-2-yl)methyl]-2-(piperazin-1-yl)imidazo[2,1-f][1,2,4]triazin-4-amine BrC1=CN=C2C(=NC(=NN21)N2CCNCC2)NCC2=NC1=C(N2)C=CC=C1OC